3-acetyl-12-(((2S,3R,4S,6R)-4-(dimethylamino)-3-hydroxy-6-methyltetrahydro-2H-pyran-2-yl)oxy)-13-methoxy-9,9,11,13,15,17-hexamethyl-7-oxa-3,17-diazaspiro[5.12]octadecane-8,10-dione C(C)(=O)N1CCC2(CC1)OC(C(C(C(C(C(CC(CN(C2)C)C)(C)OC)O[C@@H]2O[C@@H](C[C@@H]([C@H]2O)N(C)C)C)C)=O)(C)C)=O